gallium-indium-zinc-tin [Sn].[Zn].[In].[Ga]